(4-((2-ethylhexyl)oxy)-2-hydroxyphenyl)boric acid C(C)C(COC1=CC(=C(C=C1)OB(O)O)O)CCCC